C(#N)C1=NN=C(O1)CNC(OC(C)(C)C)=O tert-butyl ((5-cyano-1,3,4-oxadiazol-2-yl)methyl)carbamate